C(C(C)C)(=O)O[C@@H]1[C@H](O[C@H]([C@]1(C)F)N1C2=NC(=NC(=C2N=C1)NC)N)COC(C)=O (2R,3R,4R,5R)-2-(acetoxymethyl)-5-(2-amino-6-(methylamino)-9H-purin-9-yl)-4-fluoro-4-methyltetrahydrofuran-3-yl isobutyrate